rel-(2R,3S,4S,5R)-3-(3,4-difluoro-2-methoxyphenyl)-4,5-dimethyl-N-(3-oxoisoindoline-5-yl)-5-(trifluoromethyl)tetrahydrofuran-2-carboxamide FC=1C(=C(C=CC1F)[C@H]1[C@@H](O[C@]([C@H]1C)(C(F)(F)F)C)C(=O)NC=1C=C2C(NCC2=CC1)=O)OC |o1:8,9,11,12|